5-Bromo-3-ethyl-4-methoxybenzo[d]isoxazole BrC=1C=CC2=C(C(=NO2)CC)C1OC